FC(C1=NC(=NC=C1C1=NC(=NC(=C1)N1CCOCC1)N1CCOCC1)N)F 4'-(difluoromethyl)-2,6-dimorpholino-[4,5'-bipyrimidine]-2'-amine